1-(3-methylcyclohexyl)-3-[6-(trifluoromethyl)-1,3-benzothiazol-2-yl]urea CC1CC(CCC1)NC(=O)NC=1SC2=C(N1)C=CC(=C2)C(F)(F)F